N,N'-diphenyl-dihydrophenazine C1(=CC=CC=C1)N1C=2C=CCCC2N(C2=CC=CC=C12)C1=CC=CC=C1